N-(2-(4-((1S,4r)-4-hydroxy-4-(5-((S)-3-hydroxy-3-methylpyrrolidin-1-yl)pyridin-2-yl)cyclohexyl)hexahydropyrrolo[3,2-b]pyrrol-1(2H)-yl)-2-oxoethyl)-3-(trifluoromethyl)benzamide OC1(CCC(CC1)N1CCC2N(CCC21)C(CNC(C2=CC(=CC=C2)C(F)(F)F)=O)=O)C2=NC=C(C=C2)N2C[C@@](CC2)(C)O